COC(=O)C=1SC=CC1C(NOC)=O 3-(methoxycarbamoyl)thiophene-2-carboxylic acid methyl ester